(R or S)-2-(2-fluoro-3-(trifluoromethyl)phenyl)-N-(5-fluoro-6-(3-(2-methyl-1,1-dioxidotetrahydrothiophen-2-yl)-1H-1,2,4-triazol-1-yl)pyridin-3-yl)acetamide FC1=C(C=CC=C1C(F)(F)F)CC(=O)NC=1C=NC(=C(C1)F)N1N=C(N=C1)[C@@]1(S(CCC1)(=O)=O)C |o1:27|